5-ethylnaphthalen-2-ol diformate C(=O)O.C(=O)O.C(C)C1=C2C=CC(=CC2=CC=C1)O